(R)-1-(4-(2-(3,4-dimethoxyphenyl)-3-(tetrahydro-2H-pyran-4-yl)-1H-indol-5-yl)piperidin-1-yl)-2-((3-methylbut-2-yl)amino)ethan-1-one COC=1C=C(C=CC1OC)C=1NC2=CC=C(C=C2C1C1CCOCC1)C1CCN(CC1)C(CN[C@H](C)C(C)C)=O